C(C)(C)(C)OC(=O)N1CCC(CC1)C1=NC(=CC=C1)OCC1=CC=C(C=2C=C(OC21)C)Cl 4-(6-((4-chloro-2-methylbenzofuran-7-yl)methoxy)pyridin-2-yl)piperidine-1-carboxylic acid tert-butyl ester